N-[6,7-dichloro-3-(1H-pyrazol-4-yl)-1H-indol-4-yl]thioacetamide ClC1=CC(=C2C(=CNC2=C1Cl)C=1C=NNC1)NC(C)=S